(Z)-N-((Z)-amino(phenyl)methylene)-3-(4-chlorophenyl)-4-phenyl-N'-((4-(trifluoromethyl)phenyl)sulfonyl)-5,6-dihydropyridazine-1(4H)-carboximidamide N\C(=N/C(=N/S(=O)(=O)C1=CC=C(C=C1)C(F)(F)F)/N1N=C(C(CC1)C1=CC=CC=C1)C1=CC=C(C=C1)Cl)\C1=CC=CC=C1